ClC=1C=C2CCO[C@]3(C[C@@H](N([C@@H](C3)C=3N=NN(C3)C)C(C(F)(F)F)=O)C)C2=CC1 1-[(1S,2'S,6'S)-6-chloro-2'-methyl-6'-(1-methyltriazol-4-yl)spiro[isochromane-1,4'-piperidine]-1'-yl]-2,2,2-trifluoro-ethanone